N-(4-(2-(4-chlorophenyl)-but-3-yn-2-yl)thiazol-2-yl)-3-(piperazin-1-yl)-azetidine-1-carboxamide ClC1=CC=C(C=C1)C(C)(C#C)C=1N=C(SC1)NC(=O)N1CC(C1)N1CCNCC1